P(O)(=O)(OP(=O)(O)OP(=O)(O)O)OC[C@@H]1[C@H]([C@H]([C@@H](O1)N1C=NC=2C(=N)N(C=NC12)C)O)O 1-methyl adenosine-5'-triphosphate